C1(CCCC1)C1N(CCCC1)C(C(=O)O[Li])=O [2-(2-Cyclopentyl-1-piperidyl)-2-oxo-acetyl]oxylithium